1-hydroxy-cyclohexyl-phenylketone tert-butyl-4-(2-[butyl(methyl)amino]-6-{[1-(propan-2-yl)-1H-pyrazolo[4,3-c]pyridin-6-yl]amino}pyrimidin-4-yl)piperazine-1-carboxylate C(C)(C)(C)OC(=O)N1CCN(CC1)C1=NC(=NC(=C1)NC1=CC2=C(C=N1)C=NN2C(C)C)N(C)CCCC.OC2(CCCCC2)C2=C(C=CC=C2)C(=O)C2=C(C=CC=C2)C2(CCCCC2)O